(2R)-2-aminopent-4-en-1-ol N[C@@H](CO)CC=C